CC1(C2C1CC(=C)CC2)C beta-carene